7-p-fluorophenyl-benzothiophene FC1=CC=C(C=C1)C1=CC=CC=2C=CSC21